4-(aminomethyl)benzonitrile NCC1=CC=C(C#N)C=C1